O[C@H]1[C@@H](O)[C@@H](O)[C@H](O)[C@H](O1)C(=O)O.COC=1C=C(C=CC1N1C=NC(=C1)C)C(=O)C=1C=C(C=CC1)C1=CC=C(C=C1)C (3-methoxy-4-(4-methyl-1H-imidazol-1-yl)phenyl)(4'-methyl-[1,1'-biphenyl]-3-yl)methanone beta-mannuronate